ClC=1C=C(C(=O)NC2=C(C=C(C(=O)O)C=C2)O)C=C(C1)Cl 4-(3,5-dichlorobenzamido)-3-hydroxybenzoic acid